C(C)(C)(C)OC(=O)N1CCC(CC1)(C(C(=O)OC)C#N)C1=CC(=C(C=C1)Cl)F 4-(4-chloro-3-fluorophenyl)-4-(1-cyano-2-methoxy-2-oxoethyl)piperidine-1-carboxylic acid tert-butyl ester